3-amino-6-bromo-5-(trifluoromethyl)pyridine-2-carboxylic Acid NC=1C(=NC(=C(C1)C(F)(F)F)Br)C(=O)O